NC1=CC=C(C=C1)C1CCN(CC1)C(=O)OC(C)(C)C tert-Butyl 4-(4-aminophenyl)-1-piperidinecarboxylate